BrC1=CC=C(C=C1)N1C=NC=C1Cl (4-bromophenyl)-5-chloro-1H-imidazole